2-Cyclopropyl-4-phenyl-5-(propan-2-ylidene)-5H-benzo[d][1,3]diazepine C1(CC1)C=1N=C(C(C2=C(N1)C=CC=C2)=C(C)C)C2=CC=CC=C2